C(=O)(O)C(C)O carboxyethanol